C(#N)C1=C(SC2=C1C(=NC=C2F)C=2C1=C(C=3C=NC(=NC3C2F)N2[C@H]([C@@H](CC2)O)C)COC1)NC(OC(C)(C)C)=O tert-Butyl (3-cyano-7-fluoro-4-(5-fluoro-3-((2S,3R)-3-hydroxy-2-methylpyrrolidin-1-yl)-7,9-dihydrofuro[3,4-f]quinazolin-6-yl)thieno[3,2-c]pyridin-2-yl)carbamate